C(C)(=O)C1=NN(C2=CC=C(C=C12)C=1C=NC(=NC1)C)CC(=O)N1[C@@H](C[C@H](C1)F)C(=O)NC1=NN(C=C1C)CC(F)(F)F (2S,4R)-1-(2-(3-acetyl-5-(2-methylpyrimidin-5-yl)-1H-indazol-1-yl)acetyl)-N-(4-methyl-1-(2,2,2-trifluoroethyl)-1H-pyrazol-3-yl)-4-fluoropyrrolidine-2-carboxamide